FC=1C=C2C(=C(NC2=C(C1)F)C1=CC=C(C=C1)F)CCNS(=O)(=O)CCC1NC(NC1=O)=O N-(2-(5,7-difluoro-2-(4-fluorophenyl)-1H-indol-3-yl)ethyl)-2-(2,5-dioxo-imidazolidin-4-yl)ethane-1-sulfonamide